1-isopropyl-1H-pyrazolo[3,4-d]Pyrimidin-4-amine C(C)(C)N1N=CC=2C1=NC=NC2N